C(C)(C)(C)OC(=O)N1CCC(CC1)(C#N)C1=C(C=CC=C1)Cl 4-(2-Chlorophenyl)-4-cyanopiperidine-1-carboxylic acid tert-butyl ester